CN([C@@H]1CC[C@H](CC1)NC1=NC2=CC=C(C=C2C=N1)B1OC(C(O1)(C)C)(C)C)C trans-N1,N1-dimethyl-N4-(6-(4,4,5,5-tetramethyl-1,3,2-dioxaborolan-2-yl)quinazolin-2-yl)cyclohexane-1,4-diamine